2-(((allyloxy)carbonyl)amino)-3-(tert-butoxy)butanoic acid C(C=C)OC(=O)NC(C(=O)O)C(C)OC(C)(C)C